N-((2R,3S)-3,4-dihydroxybutan-2-yl)-5-(4-(trifluoromethyl)phenoxy)-2-naphthamide O[C@@H]([C@@H](C)NC(=O)C1=CC2=CC=CC(=C2C=C1)OC1=CC=C(C=C1)C(F)(F)F)CO